C(C)(C)(C)OC(=O)N1CCC2(CC1)CC1=C(C=NC(=C1)OC)[C@H]2N[S@](=O)C(C)(C)C (7S)-7-[[(R)-tert-butylsulfinyl]amino]-3-methoxyspiro[5,7-dihydro-cyclopenta[c]pyridine-6,4'-piperidine]-1'-carboxylic acid tert-butyl ester